3-(pyrazin-2-yl)propanoic acid N1=C(C=NC=C1)CCC(=O)O